chloro-N-(3,4-difluorobenzyl)-4-iodonicotinamide ClC1=C(C(=O)NCC2=CC(=C(C=C2)F)F)C(=CC=N1)I